C(C)(C)(C)OC(=O)N1N=C(C=C1)OC(C(C)C)C(=O)OCC 3-(1-ethoxycarbonyl-2-methyl-propoxy)pyrazole-1-carboxylic acid tert-butyl ester